N6-(3-ethyltetrahydrofuran-2-carbonyl)-L-lysine C(C)C1C(OCC1)C(=O)NCCCC[C@H](N)C(=O)O